9H-carbazol-3-amine C1=CC(=CC=2C3=CC=CC=C3NC12)N